3-(2-cyanophenyl)-1-phenyl-5-(2-pyridyl)-1,2-dihydropyridin-2-one C(#N)C1=C(C=CC=C1)C=1C(N(C=C(C1)C1=NC=CC=C1)C1=CC=CC=C1)=O